C(C)OC=1N(C=2C(=NC=CC2)N1)C(=O)NCCC(C)C 2-Ethoxy-N-iso-pentyl-1H-imidazo[4,5-b]pyridine-1-carboxamide